tert-butyl 2,4,5-trifluorobenzoate FC1=C(C(=O)OC(C)(C)C)C=C(C(=C1)F)F